COCC(CC1=CC=CC=C1)(OC)N(C1=CC=CC=C1)C(C)C N-(1,2-Dimethoxy-3-phenylpropan-2-yl)-N-propan-2-ylaniline